2-(2,6-dioxopiperidin-3-yl)-4-(((1-(1-(1-(4-fluorobenzyl)cyclopropane-1-carbonyl)piperidin-4-yl)-1H-pyrazol-4-yl)methyl)amino)isoindoline-1,3-dione O=C1NC(CCC1N1C(C2=CC=CC(=C2C1=O)NCC=1C=NN(C1)C1CCN(CC1)C(=O)C1(CC1)CC1=CC=C(C=C1)F)=O)=O